(2R)-N-methoxy-1-(2,4,6-trichlorophenyl)propan-2-amine CON[C@@H](CC1=C(C=C(C=C1Cl)Cl)Cl)C